4-[2-[4-[1-[4-(trifluoromethoxy)phenyl]-5,6-dihydro-4H-cyclopenta[c]pyrazol-3-yl]piperazin-1-yl]ethyl]morpholine FC(OC1=CC=C(C=C1)N1N=C(C2=C1CCC2)N2CCN(CC2)CCN2CCOCC2)(F)F